1-[2-(p-ethynylphenyl)acetyloxy]-2,5-pyrrolidinedione C(#C)C1=CC=C(C=C1)CC(=O)ON1C(CCC1=O)=O